tert-butyl (3R)-3-hydroxy-4-(7-methyl[1,2,4]triazolo[1,5-a]pyridin-6-yl)piperidine-1-carboxylate O[C@H]1CN(CCC1C=1C(=CC=2N(C1)N=CN2)C)C(=O)OC(C)(C)C